N-stearoyl-N-methyltaurine sodium salt [Na+].C(CCCCCCCCCCCCCCCCC)(=O)N(CCS(=O)(=O)[O-])C